(8S,11R,13S,14S,17S)-11-(4-cyclopropylphenyl)-17-(1,1-difluoroprop-2-yn-1-yl)-17-hydroxy-13-methyl-1,2,6,7,8,11,12,13,14,15,16,17-dodecahydro-3H-cyclopenta[a]phenanthren-3-one C1(CC1)C1=CC=C(C=C1)[C@H]1C[C@@]2([C@](CC[C@H]2[C@@H]2CCC3=CC(CCC3=C12)=O)(O)C(C#C)(F)F)C